C2-nitro-N-(3-(quinolin-8-yloxy)propyl)aniline [N+](=O)([O-])C1=C(NCCCOC=2C=CC=C3C=CC=NC23)C=CC=C1